1-(tert-butyl) 2-methyl (2S)-4-(((1R,5R)-9-borabicyclo[3.3.1]nonan-9-yl)methyl)pyrrolidine-1,2-dicarboxylate C12CCCC(CCC1)B2CC2C[C@H](N(C2)C(=O)OC(C)(C)C)C(=O)OC